ClC1=C(C=C(C=C1)C(=O)N1[C@@H](C=2N(CC1)C(=NN2)C=2OC=C(N2)C2CC2)C)F (R)-(4-chloro-3-fluorophenyl)(3-(4-cyclopropyloxazol-2-yl)-8-methyl-5,6-dihydro-[1,2,4]triazolo[4,3-a]pyrazin-7(8H)-yl)methanone